(R)-8-(trifluoromethyl)chroman-4-amine FC(C=1C=CC=C2[C@@H](CCOC12)N)(F)F